3-(5-{[(1S,2S)-2-{3-[1-(1-methylcyclobutanecarbonyl)piperidin-4-yl]azetidin-1-yl}cyclohexyl]oxy}-1-oxo-2,3-dihydro-1H-isoindol-2-yl)piperidine-2,6-dione CC1(CCC1)C(=O)N1CCC(CC1)C1CN(C1)[C@@H]1[C@H](CCCC1)OC=1C=C2CN(C(C2=CC1)=O)C1C(NC(CC1)=O)=O